1-[3-[6-(1-methylpyrazol-4-yl)pyrazolo[1,5-a]pyrazin-4-yl]-1-piperidinyl]prop-2-en-1-one methyl-2,3-dihydro-1H-isoindole-5-carboxylate hydrochloride Cl.COC(=O)C=1C=C2CNCC2=CC1.CN1N=CC(=C1)C=1N=C(C=2N(C1)N=CC2)C2CN(CCC2)C(C=C)=O